FC(C1=NC=CC=C1SC=1C=2N(C(=NC1)N1CCC3(CCC[C@H]3N)CC1)C=NN2)(F)F (R)-8-(8-((2-(trifluoromethyl)pyridin-3-yl)thio)-[1,2,4]tri-azolo[4,3-c]pyrimidin-5-yl)-8-azaspiro[4.5]decan-1-amine